ClC=1C=C(C=C(C1OC=1C=C2CCN(C(C2=CC1)=O)CC1=CC(=CC=C1)C(F)(F)F)Cl)NN 2-(3,5-dichloro-4-((2-(3-(trifluoromethyl)benzyl)-1-oxo-1,2,3,4-Tetrahydroisoquinolin-6-yl)oxy)phenyl)hydrazine